[3-(methyldibutylsilyl) propyl] sulfide C[Si](CCCSCCC[Si](C)(CCCC)CCCC)(CCCC)CCCC